C(C)(C)(C)OC(NCC1CCN(CC1)CC=1C=NC=CC1)=O N-[[1-(3-pyridylmethyl)-4-piperidinyl]methyl]carbamic acid tert-butyl ester